4-(tert-butyl)-N-((1S,2R)-2-(6-fluoro-2,3-dimethylphenyl)-1-(5-oxo-4,5-dihydro-1,3,4-oxadiazol-2-yl)propyl)-piperidine-1-sulfonamide C(C)(C)(C)C1CCN(CC1)S(=O)(=O)N[C@@H]([C@H](C)C1=C(C(=CC=C1F)C)C)C=1OC(NN1)=O